7-ethyl-2-(methylthio)pyrido[2,3-d]pyrimidin-6-yl trifluoromethanesulfonate FC(S(=O)(=O)OC1=CC2=C(N=C(N=C2)SC)N=C1CC)(F)F